C(C)(C)(C)C1=C(C=C(C=N1)C=1N=C2SCCCN2C(C1C#N)=O)F 8-(6-tert-butyl-5-fluoropyridin-3-yl)-6-oxo-2H,3H,4H,6H-pyrimido[2,1-b][1,3]thiazine-7-carbonitrile